(S)-N-(1-(4-(4-fluorophenyl)-1H-imidazol-2-yl)-7-(oxazol-2-yl)-7-oxoheptyl)methylpiperidine-4-carboxamide FC1=CC=C(C=C1)C=1N=C(NC1)[C@H](CCCCCC(=O)C=1OC=CN1)NC(=O)C1CCN(CC1)C